ClC=1C=CC(=NC1)NC(C(C)N1CC(CCC1)C=1C=NC(=CC1)OC)=O N-(5-Chloropyridin-2-yl)-2-(3-(6-methoxypyridin-3-yl)piperidin-1-yl)propanamide